C(C)OC(=O)C=1NC2=CC=CC=C2C1CCCOC1=CC=CC2=CC(=CC=C12)F 3-[3-[(6-fluoro-1-naphthyl)oxy]propyl]indole-2-carboxylic acid ethyl ester